N1=CN=C(C2=CC3=C(C=C12)OCCO3)N3CCC(CC3)CCP(O)(O)=O (2-(1-(7,8-dihydro-[1,4]dioxino[2,3-g]quinazolin-4-yl)piperidin-4-yl)ethyl)phosphonic Acid